cyanoethyl acrylate (cyanoethyl acrylate) C(#N)CCC(C(=O)O)=C.C(C=C)(=O)OCCC#N